(1'R,2'R)-2,6-dihydroxy-N-isopropyl-5'-methyl-2'-(prop-1-en-2-yl)-4-propyl-1',2',3',4'-tetrahydro-[1,1'-biphenyl]-3-sulfonamide OC1=C(C(=CC(=C1S(=O)(=O)NC(C)C)CCC)O)[C@H]1[C@@H](CCC(=C1)C)C(=C)C